5-(oxetan-3-yloxy)pyridin-2-amine O1CC(C1)OC=1C=CC(=NC1)N